1,3-benzodioxol-5-ylmethyl-N-[6-(2-chloro-5-fluoro-phenyl)pyridazin-3-yl]-3-azabicyclo[3.1.0]hexan-6-amine O1COC2=C1C=CC(=C2)CC21CNCC1C2NC=2N=NC(=CC2)C2=C(C=CC(=C2)F)Cl